selenyloxazoline [SeH]C=1OCCN1